1,3-thiazole-4-carboxylic acid S1C=NC(=C1)C(=O)O